(7-(2-(3-fluoroazetidin-1-yl)pyridin-4-yl)pyrazolo[1,5-a]pyridin-3-yl)(piperidin-1-yl)methanone FC1CN(C1)C1=NC=CC(=C1)C1=CC=CC=2N1N=CC2C(=O)N2CCCCC2